8-amino-4-chloro-1-oxo-2-phenyl-1,2-dihydroisoquinolin NC=1C=CC=C2C(=CN(C(C12)=O)C1=CC=CC=C1)Cl